COC(C[C@@H](C(=O)O)C)=O (S)-4-methoxy-2-methyl-4-oxobutanoic acid